C(C)C=1C=C2C(=NC(=NC2=C(C1C1=CC=C(C2=C1N=C(S2)N)F)F)OC[C@H]2N(CCC2)C)N2CCNCC2 4-(6-ethyl-8-fluoro-2-(((S)-1-methylpyrrolidin-2-yl)methoxy)-4-(piperazin-1-yl)quinazolin-7-yl)-7-fluorobenzo[d]thiazol-2-amine